(2S,6R)-4-(8-bromo-6-(2-fluoro-4-(trifluoromethyl)phenyl)-9-((2-(trimethylsilyl)ethoxy)methyl)-9H-purin-2-yl)-2-(1-cyclopropyl-1H-pyrazol-4-yl)-6-methyl-morpholine BrC=1N(C2=NC(=NC(=C2N1)C1=C(C=C(C=C1)C(F)(F)F)F)N1C[C@@H](O[C@@H](C1)C)C=1C=NN(C1)C1CC1)COCC[Si](C)(C)C